C(CN([C@@H](CCC(=O)[O-])C(=O)[O-])CC(=O)[O-])(=O)[O-].[Na+].[Na+].[Na+].[Na+] Tetranatrium Glutamate Diacetat